ClC1=C(C=CC=C1)CC(=O)NC1=CC(=C(C=C1)C=1C=NC(=NC1)OC)S(N)(=O)=O 2-(2-Chlorophenyl)-N-[4-(2-methoxypyrimidin-5-yl)-3-sulfamoylphenyl]acetamide